methyl 7-nitro-2,3-dihydrobenzofuran-6-carboxylate [N+](=O)([O-])C1=C(C=CC=2CCOC21)C(=O)OC